3-((6-nitro-1H-indol-3-yl)methyl)-1H-indole-5-carboxylic acid [N+](=O)([O-])C1=CC=C2C(=CNC2=C1)CC1=CNC2=CC=C(C=C12)C(=O)O